6-bromo-3,3-bis(6-(((2R)-2-hydroxy-4-methylpentyl)oxy)-2H-1,3-benzodioxol-5-yl)-2,3-dihydro-1H-indol-2-one BrC1=CC=C2C(C(NC2=C1)=O)(C1=CC2=C(OCO2)C=C1OC[C@@H](CC(C)C)O)C1=CC2=C(OCO2)C=C1OC[C@@H](CC(C)C)O